FC=1C=2N(C=C(C1)NC(=O)C1=CC=C(C3=CN(N=C13)C)N1CCC3N(CCCC31)C(=O)OC(C)(C)C)C=C(N2)C tert-butyl 1-[7-((8-fluoro-2-methylimidazo[1,2-a]-pyridin-6-yl)carbamoyl)-2-methylindazol-4-yl]-hexahydro-2H-pyrrolo[3,2-b]pyridine-4-carboxylate